C(C1CO1)OCCC[Si](OCC)(OCC)OCC (3-Glycidoxypropyl)triethoxysilane